FC(C)(F)C1=CC=CC(=N1)N1N=C(C=2C=NC(=CC21)CC(=O)N)S(=O)(=O)C (1-(6-(1,1-difluoroethyl)pyridin-2-yl)-3-(methylsulfonyl)-1H-pyrazolo[4,3-c]pyridin-6-yl)acetamide